[Na+].[Na+].[Na+].[Na+].C(C=1C(C(=O)[O-])=CC(C(=O)[O-])=C(C(=O)[O-])C1)(=O)[O-] pyromellitic acid tetrasodium salt